BrC=1C(=NC(=C(C#N)C1)Cl)C 5-bromo-2-chloro-6-methylnicotinonitrile